2-Bromomethyl-4,6-di-tert-butylphenol BrCC1=C(C(=CC(=C1)C(C)(C)C)C(C)(C)C)O